1-((3r,5r,7r)-adamantan-1-yl)-1-phenylethan-1-ol C12(CC3CC(CC(C1)C3)C2)C(C)(O)C2=CC=CC=C2